COC=1C=C(C=C(C1OC)OC)CC=1C(=NC(=NC1)N)N 5-[(3,4,5-trimethoxyphenyl)-methyl]-2,4-pyrimidinediamine